7-cyclopentyl-2-{5-[4-((R)-2,3-dihydroxypropyl)-piperazin-1-yl]-pyridin-2-ylamino}-7H-pyrrolo[2,3-d]pyrimidine-6-carboxylic acid C1(CCCC1)N1C(=CC2=C1N=C(N=C2)NC2=NC=C(C=C2)N2CCN(CC2)C[C@H](CO)O)C(=O)O